ClCC(=O)C(C(=O)N)(C)NC([C@H](CC1CCCCC1)NC)=O (2-chloroacetyl)-[[(2S)-3-cyclohexyl-2-(methylamino)propionyl]amino]propanamide